C(C1CO1)OCC[SiH](OCC)OCC 1-glycidoxymethyl-methyl-diethoxysilane